C(C1=CC=CC=C1)OCCN1N=C(C=C1C(=O)N[C@@H](C(C)C)C(=O)OCC)C1=CC(=CC=C1)C=1OC(=CN1)C(NC(CC)CC)=O ethyl (1-(2-(benzyloxy)ethyl)-3-(3-(5-(pentan-3-ylcarbamoyl)oxazol-2-yl)phenyl)-1H-pyrazole-5-carbonyl)-L-valinate